N1N=NN=C1C1=C(C=CC=C1)C1=CC2=C(OCC(C[C@@H]2C2=CC=CC=C2)(F)F)C(=C1)NC(=O)NC1=CC=C(C=C1)C |r| (+/-)-1-(7-(2-(1H-tetrazol-5-yl)phenyl)-3,3-difluoro-5-phenyl-2,3,4,5-tetrahydrobenzo[b]oxepin-9-yl)-3-(p-tolyl)urea